methyl 2-chloro-1-((1-ethyl-1H-imidazol-5-yl) methyl)-1H-benzo[d]imidazole-6-carboxylate ClC1=NC2=C(N1CC1=CN=CN1CC)C=C(C=C2)C(=O)OC